ClC=1C=CC(=C(C1)C1=C2C(=NC(=C1)C)C(=CS2)C(=O)[O-])OCCN2C(=NC=1CCC(CC1C2=O)=O)C 7-[5-chloranyl-2-[2-[2-methyl-4,6-bis(oxidanylidene)-7,8-dihydro-5H-quinazolin-3-yl]ethoxy]phenyl]-5-methyl-thieno[3,2-b]pyridine-3-carboxylate